FC(C1=CC=C(OC2=CC=C3CCN(CC3=C2)S(=O)(=O)N)C=C1)(F)F 7-(4-(trifluoromethyl)-phenoxy)-3,4-dihydroisoquinoline-2(1H)-sulfonamide